3-[(1R)-1-[3,6-Dimethyl-2-(1-methylpyrazol-4-yl)-4-oxo-chromen-8-yl]ethoxy]-6-fluoro-pyridine-2-carboxamide CC1=C(OC2=C(C=C(C=C2C1=O)C)[C@@H](C)OC=1C(=NC(=CC1)F)C(=O)N)C=1C=NN(C1)C